C(C)(C)(C)OC1CN(C1)C(=O)NCC1=C(C=C(C=C1)C1=NC(=NC=C1)NC=1C=NN(C1)CC)C(F)(F)F 3-(tert-butoxy)-N-(4-(2-((1-ethyl-1H-pyrazol-4-yl)amino)pyrimidin-4-yl)-2-(trifluoromethyl)benzyl)azetidine-1-carboxamide